2-methylsulfanyl-4,6,7,8-tetrahydropyrazolo[1,5-a][1,4]diazepine CSC1=NN2C(CNCCC2)=C1